CN1CCN(CC1)C=1N=CC(=NC1)C(=O)NC1=CC=CC2=CC=CC=C12 5-(4-methylpiperazin-1-yl)-N-(naphthalen-1-yl)pyrazine-2-carboxamide